CS(=O)(=O)C1=CC=C(NCC#C)C=C1 4-methanesulfonyl-N-(prop-2-yn-1-yl)aniline